C(C)OC(=O)C1CC(C1)NC(NC=1SC=C(C1C(=O)OCC)C)=O ethyl 2-(3-(3-(ethoxycarbonyl) cyclobutyl) ureido)-4-methylthiophene-3-carboxylate